6-((2R,4s,6S)-2-cyano-7-((5-methoxy-7-methyl-1H-indol-4-yl)methyl)-7-azaspiro[3.5]nonan-6-yl)-N-(oxetan-3-ylmethyl)nicotinamide C(#N)C1CC2(C1)C[C@H](N(CC2)CC2=C1C=CNC1=C(C=C2OC)C)C2=NC=C(C(=O)NCC1COC1)C=C2